[1,3-dioxazol-5-yl-2-imidazol-yl]imidazol hydrochloride hydrate O.Cl.O1NOC=C1C=1N=C(NC1)C=1NC=CN1